tetradecapropylene glycol ditosylate S(=O)(=O)(C1=CC=C(C)C=C1)OC(C)COC(C)COC(C)COC(C)COC(C)COC(C)COC(C)COC(C)COC(C)COC(C)COC(C)COC(C)COC(C)COC(C)COS(=O)(=O)C1=CC=C(C)C=C1